COC(NC1=NC=C(C=C1)C1=CN=C2N1C=C(C=C2C)C2=NN=CN2C2=CC(=C(C=C2)F)F)=O.NC2=NC(=NC(=N2)N)C(CCCC)C=2N=C(NC2)C 1-(4,6-diamino-s-triazin-2-yl)pentyl-2-methylimidazole methyl-N-[5-[6-[4-(3,4-difluorophenyl)-1,2,4-triazol-3-yl]-8-methyl-imidazo[1,2-a]pyridin-3-yl]-2-pyridyl]carbamate